NC1=C2C(=C(N=N1)OC(C)C)N(C(=N2)CCCC)CC2=CC=C(CNC(CCOC)=O)C=C2 N-(4-((4-amino-2-butyl-7-isopropoxy-1H-imidazo[4,5-d]pyridazin-1-yl)methyl)benzyl)-3-methoxypropionamide